(5-chloro-8-quinolinyloxy)acetic acid 1,3-dimethyl-but-1-yl ester CC(CC(C)C)OC(COC=1C=CC(=C2C=CC=NC12)Cl)=O